N(=NC(C(=O)NCC)(C)C)C(C(=O)NCC)(C)C azobis(N-ethyl-2-methylpropanamide)